CN1N=C(C=C1C(=O)OC(C)(C)C)C(=O)OC 5-(tert-butyl) 3-methyl 1-methyl-1H-pyrazole-3,5-dicarboxylate